hexadecyl phosphonate (cetyl phosphonate) C(CCCCCCCCCCCCCCC)P(O)(O)=O.P(OCCCCCCCCCCCCCCCC)(O)=O